tert-butyl 1-oxo-2-((2-(trifluoromethyl)pyrimidin-5-yl)methyl)-2,8-diazaspiro[4.5]decane-8-carboxylate O=C1N(CCC12CCN(CC2)C(=O)OC(C)(C)C)CC=2C=NC(=NC2)C(F)(F)F